nickel cobalt aluminum salt [Al].[Co].[Ni]